O=C1NC(CCC1N1C(C2=CC=CC(=C2C1=O)NCCOCCOCCNS(=O)(=O)C1CNC1)=O)=O N-(2-(2-(2-((2-(2,6-dioxopiperidin-3-yl)-1,3-dioxoisoindolin-4-yl)amino)ethoxy)ethoxyl)ethyl)azetidine-3-sulfonamide